NC=1C(=NC(=CC1)OC)N(CCCC1=C(C=CC(=C1)F)NC1=CC=C(C(=C1C(=O)OC)F)C(F)(F)F)C(=O)OC(C)(C)C methyl 6-((2-(3-((3-amino-6-methoxypyridin-2-yl)(tert-butoxycarbonyl)amino)propyl)-4-fluorophenyl)amino)-2-fluoro-3-(trifluoromethyl)benzoate